ClC1=NC(=CC(=C1)C(C1=CC=C(C=N1)C(=O)NCCCN(C)C)(F)F)N1CCN(CC1)S(=O)(=O)C1=CC=C(C=C1)N1C(C[C@H](C1)N)=O 6-[[2-chloro-6-[4-[4-[(4R)-4-amino-2-oxo-pyrrolidin-1-yl]phenyl]sulfonylpiperazin-1-yl]-4-pyridyl]-difluoro-methyl]-N-[3-(dimethylamino)propyl]pyridine-3-carboxamide